ClC1=CC=C(C=C1)C=1C=C(C(N(N1)C1=CC(=CC=C1)F)=O)C(=O)N[C@@H]1CSC[C@@H]1O (-)-6-(4-chlorophenyl)-2-(3-fluorophenyl)-N-[(cis)-4-hydroxytetrahydro-thiophen-3-yl]-3-oxo-2,3-dihydropyridazine-4-carboxamide